N,N-dimethyl-4-((2-(thiophen-3-yl)phenoxy)methyl)-1H-imidazole-1-sulfonamide CN(S(=O)(=O)N1C=NC(=C1)COC1=C(C=CC=C1)C1=CSC=C1)C